[NH3+]CC1=CC=C(COCC=2C=CC=C3C(=C(NC23)C(=O)[O-])C2=CC(=C(C=C2)CS(=O)(=O)C)F)C=C1 7-(((4-(Ammoniomethyl)benzyl)oxy)methyl)-3-(3-fluoro-4-((methylsulfonyl)methyl)phenyl)-1H-indole-2-carboxylate